N1=CN=C2NC=NC2=C1C=1C(=NC=CC1)NC=1C=C(C=CC1C)NC(C1=CN=C(C(=C1)C#N)C)=O N-(3-((3-(9H-purin-6-yl)pyridin-2-yl)amino)-4-methylphenyl)-5-cyano-6-methylnicotinamide